BrC1=C(C=C(C=C1)NC(CC(C(C)C)=O)=O)F N-(4-bromo-3-fluorophenyl)-4-methyl-3-oxopentanamide